2-(2,6-dioxopiperidine-3-yl)-5-(4-((2-(piperidine-4-yl)ethoxy)methyl)piperidine-1-yl)isoindoline-1,3-dione O=C1NC(CCC1N1C(C2=CC=C(C=C2C1=O)N1CCC(CC1)COCCC1CCNCC1)=O)=O